(E)-N-((dimethylamino)methylene)-5-(5-(2,6-dimethylmorpholine-4-carbonyl)-1H-pyrrolo[2,3-b]pyridin-1-yl)pyridinecarboxamide CN(C)\C=N\C(=O)C1=NC=C(C=C1)N1C=CC=2C1=NC=C(C2)C(=O)N2CC(OC(C2)C)C